C(#N)C=1COC(C1C)(C1=C(C(=C(C(=C1F)F)F)F)F)C 3-cyano-4,5-dimethyl-5-(perfluorophenyl)furan